C(C1=CC=CC=C1)OC1=CC=C(OC2CNC2)C=C1 3-(4-(benzyloxy)phenoxy)azetidine